BrC=1C=2CC3C(C2C=CC1)C3C(=O)O 5-bromo-1,1a,6,6a-tetrahydrocyclopropa[a]indene-1-carboxylic acid